N[C@H](C(=O)O)CC=1C=NC(=CC1)C1CCOCC1 (2S)-2-amino-3-[6-(oxacyclohex-4-yl)pyridin-3-yl]propanoic acid